C(C)OC(=O)C1=C(C=2C(=NC=CC2)N1CC1CC1)F 1-(cyclopropylmethyl)-3-fluoro-1H-pyrrolo[2,3-b]pyridin-2-carboxylic acid ethyl ester